C(CCCCC)C(COC(CCCCN(C(OCCN(CCOC(N(CCCCC(=O)OCC(CCCCCC)CCCCCC)CCCCCCCC)=O)CCCCN(CC)CC)=O)CCCCCCCC)=O)CCCCCC Bis(2-hexyloctyl)11-(4-(diethylamino)butyl)-6,16-dioctyl-7,15-dioxo-8,14-dioxa-6,11,16-triazahenicosanedioate